O=C1[C@H]2CN([C@@H](C1)C2)C2=NC=1N(C=C2)N=CC1C(=O)NC=1C(=NN(C1)C1CCC(CC1)CCO)C(F)F 5-((1R,4R)-2-oxo-5-azabicyclo[2.2.1]heptane-5-yl)-N-(3-(difluoromethyl)-1-((1R,4R)-4-(2-hydroxyethyl)cyclohexyl)-1H-pyrazol-4-yl)pyrazolo[1,5-a]pyrimidine-3-carboxamide